5-Chloro-2-[2-[[(3R)-1-ethyl-3-piperidyl]amino]-3H-imidazo[4,5-b]pyridin-5-yl]-3-methyl-phenol ClC=1C=C(C(=C(C1)O)C1=CC=C2C(=N1)NC(=N2)N[C@H]2CN(CCC2)CC)C